[Si](C)(C)(C(C)(C)C)OC[C@@H](C1=CC(=CC=C1)C(C)(F)F)NS(=O)C(C)(C)C N-((R)-2-((tert-butyldimethylsilyl)oxy)-1-(3-(1,1-difluoroethyl)phenyl)ethyl)-2-methylpropane-2-sulfinamide